3-trifluoroacetoxydodecane 2-phenylsulfanylethyl-2-[1-[(3-fluorophenyl)methyl]-5-oxopyrrolidin-2-yl]acetat C1(=CC=CC=C1)SCCOC(CC1N(C(CC1)=O)CC1=CC(=CC=C1)F)=O.FC(C(=O)OC(CC)CCCCCCCCC)(F)F